C(C)(=O)NC=1N=C2N(N=C(C=C2)C=2C=C(C(=NC2C)OC)C(=O)NC(C)C2=CC(=CC=C2)OC(F)(F)F)C1 5-{2-acetamidoimidazo[1,2-b]pyridazin-6-yl}-2-methoxy-6-methyl-N-{1-[3-(trifluoromethoxy)phenyl]ethyl}pyridine-3-carboxamide